CC1=C(C=CC(=C1)N=NC1=C(C=CC=C1)C)N1N=CC=C1C(=O)N 2-methyl-4-[2-(2-methylphenyl)diazenyl]phenyl-1H-pyrazole-5-carboxamide